5-((4-(2,4-dimethylphenyl)piperazin-1-yl)methyl)-2-(2,6-dioxopiperidin-3-yl)isoindoline-1,3-dione CC1=C(C=CC(=C1)C)N1CCN(CC1)CC=1C=C2C(N(C(C2=CC1)=O)C1C(NC(CC1)=O)=O)=O